di-sec-butoxy-bis(ethoxyacetoacetyl)zirconium C(C)(CC)O[Zr](C(CC(=O)COCC)=O)(C(CC(=O)COCC)=O)OC(C)CC